BrC1=C(C=CC=C1)CN1CCNCC1 4-[(2-bromophenyl)methyl]piperazine